1-(3,4-dimethyl-2-(p-tolyl)-2H-pyrazolo[3,4-d]pyridazin-7-yl)-N-(2-(dimethylamino)ethyl)piperidine-3-carboxamide CC=1N(N=C2C(=NN=C(C21)C)N2CC(CCC2)C(=O)NCCN(C)C)C2=CC=C(C=C2)C